CN1C[C@H](CC1)OC(=O)C1=CC=C2C(=CC=NC2=C1)NC1=CN=NC(=C1)C1=C(C=CC(=C1)Cl)F.C(=C)N(C(C)=O)C N-vinyl-N-methyl-acetamide (3S)-1-methylpyrrolidin-3-yl-4-{[6-(5-chloro-2-fluorophenyl)pyridazin-4-yl]amino}-quinoline-7-carboxylate